tert-butyl 4-((5-allyl-4-((3,4-dichloro-2-fluorophenyl)amino)-7-methoxyquinazolin-6-yl)oxy)piperidine-1-carboxylate C(C=C)C1=C2C(=NC=NC2=CC(=C1OC1CCN(CC1)C(=O)OC(C)(C)C)OC)NC1=C(C(=C(C=C1)Cl)Cl)F